2-hydroxy-6-oxo-cyclohex-1-ene OC1=CC(CCC1)=O